OC1=CC2=CC=CC=C2C=C1C1=CC=CC=C1 2-hydroxy-3-phenyl-naphthalene